OC[C@@H]1CN(CCN1)CC1CCN(CC1)C1=CC=C2C(=NN(C2=C1)C)C1C(NC(CC1)=O)=O 3-(6-(4-(((S)-3-(hydroxymethyl)piperazin-1-yl)methyl)piperidin-1-yl)-1-methyl-1H-indazol-3-yl)piperidine-2,6-dione